lithium thiophosphoric chloride P(=S)(Cl)(Cl)Cl.[Li]